1-(7-(6-cyclopropyl-8-(2,2-difluoroethoxy)-7-(5-methyl-1H-indazol-4-yl)-2-(1-methylpiperidin-4-yl)quinazolin-4-yl)-2,7-diazaspiro[3.5]nonan-2-yl)prop-2-en-1-one C1(CC1)C=1C=C2C(=NC(=NC2=C(C1C1=C2C=NNC2=CC=C1C)OCC(F)F)C1CCN(CC1)C)N1CCC2(CN(C2)C(C=C)=O)CC1